di(4-bromophenyl) phenylphosphonate C1(=CC=CC=C1)P(OC1=CC=C(C=C1)Br)(OC1=CC=C(C=C1)Br)=O